CC(CCOC1=CC=C(C=C1C=1C(=C(C=C(C1)C(C)(CC(C)(C)C)C)N1C2=CC=C(C=C2C=2C=C(C=CC12)C(C)(C)C)C(C)(C)C)O)F)OC1=CC=C(C=C1C=1C(=C(C=C(C1)C(C)(CC(C)(C)C)C)N1C2=CC=C(C=C2C=2C=C(C=CC12)C(C)(C)C)C(C)(C)C)O)F 6',6'''-(1-methyl-propane-1,3-diylbis(oxy))bis(3-(3,6-di-tert-butyl-9H-carbazol-9-yl)-3'-fluoro-5-(2,4,4-trimethylpentan-2-yl)-[1,1'-biphenyl]-2-ol)